FC1=C(C=C(C=C1)OC(F)(F)F)CNC(=O)C=1C=C(C=NC1OC)C1=CC=C2C(=NNC2=C1)C(=O)NC 6-[5-({[2-fluoro-5-(trifluoromethoxy)phenyl]methyl}carbamoyl)-6-methoxypyridin-3-yl]-N-methyl-1H-indazole-3-carboxamide